2,2,2-Trifluoroethyl 2-oxo-2-[rac-(2R,5S)-2-(2-ethylindazol-6-yl)-5-methyl-1-piperidyl]acetate 2,2,2-Trifluoroethyl-2-chloro-2-oxo-acetate FC(COC(C(=O)Cl)=O)(F)F.O=C(C(=O)OCC(F)(F)F)N1[C@H](CC[C@@H](C1)C)C=1C=CC2=CN(N=C2C1)CC |r|